(R)-sec-butylamine [C@@H](C)(CC)N